N-((1H-benzo[d]imidazol-6-yl)methyl)-N-(3-methoxybenzyl)-4-(morpholinomethyl)aniline N1C=NC2=C1C=C(C=C2)CN(C2=CC=C(C=C2)CN2CCOCC2)CC2=CC(=CC=C2)OC